C(C)OC(=O)C=1N=COC1C1=NN(C(=C1)C)C.Cl hydrogenchloride Ethyl-5-(1,5-dimethyl-1H-pyrazol-3-yl)-1,3-oxazole-4-carboxylate